N-(3,4-Dihydroxybenzoyl)3-carboxymethyl-2,5-dihydroxybenzamid OC=1C=C(C(=O)NC(C2=C(C(=CC(=C2)O)CC(=O)O)O)=O)C=CC1O